COC1=CC=C2CCN3C(C2=C1)CC(CC3)O 10-methoxy-1H,2H,3H,4H,6H,7H,11bH-pyrido[2,1-a]isoquinolin-2-ol